C(N)(=O)[C@H]1C[C@H](NC1)C(=O)N1CC(C1)C=1C(=C(C(=O)O)C=CC1)O {1-[(4S)-4-carbamoyl-L-prolyl]azetidin-3-yl}-2-hydroxybenzoic acid